(S)-2-(2,4-dimethylpiperazin-1-yl)-N-(6-(1-methyl-1H-imidazol-5-yl)isoquinolin-3-yl)acetamide C[C@@H]1N(CCN(C1)C)CC(=O)NC=1N=CC2=CC=C(C=C2C1)C1=CN=CN1C